COC(C1=CC=C(C=C1)C#CC1(C(CCC1)OCC)O)=O (rac)-4-((2-ethoxy-1-hydroxycyclopentyl)ethynyl)benzoic acid methyl ester